5-chloro-1'-{2-[4-(5-methyl-1H-pyrazol-4-yl)phenoxy]ethyl}-1,2-dihydrospiro[indole-3,4'-piperidin]-2-one ClC=1C=C2C(=CC1)NC(C21CCN(CC1)CCOC1=CC=C(C=C1)C=1C=NNC1C)=O